C1(CCCC1)NC1=CC=2N=C(NC(C2C=N1)=O)CSC1CCOCC1 7-(cyclopentylamino)-2-(((tetrahydro-2H-pyran-4-yl)thio)methyl)pyrido[4,3-d]pyrimidin-4(3H)-one